CC1(C2(N(C3=CC=CC=C13)CCCO)OC1=C(C=C2)C=CC(=C1)OC)C 3',3'-Dimethyl-7-methoxy-Spiro[2H-1-benzopyran-2,2'-[2H]indole]-1'(3'H)-propanol